CC1(N=N1)[C@@H](C)NC(OC(C)(C)C)=O tert-butyl (R)-(1-(3-methyl-3H-diazirin-3-yl)ethyl)carbamate